nickel cobalt oxysulfide O=S.[Co].[Ni]